CC=1C=C2C=C(COC2=CC1)C(=O)O 6-methyl-2H-chromene-3-carboxylic acid